[C@H]12CNC[C@H](CC1)N2C2=NC(=NC1=C(C(=CC=C21)C2=CC(=CC1=CC=C(C(=C21)CC)F)O)C)OC[C@]21CCCN1C[C@@H](C2)F 4-(4-((1R,5S)-3,8-diazabicyclo[3.2.1]octan-8-yl)-2-(((2R,7aS)-2-fluorotetrahydro-1H-pyrrolizin-7a(5H)-yl)methoxy)-8-methylquinazolin-7-yl)-5-ethyl-6-fluoronaphthalen-2-ol